CN1C(N2[C@@H](CNCC2)C1)=O (S)-2-methyl-hexahydroimidazo[1,5-a]pyrazin-3(2H)-one